[Si](C1=CC=CC=C1)(C1=CC=CC=C1)(C(C)(C)C)OCCC(CC=CS(=O)(=O)[O-])(C)C 4-((tert-butyldiphenylsilyl) oxy)-2,2-dimethylbutylvinylsulfonate